(1r,2s,3s)-3-((6-(2-hydroxy-6-methyl-4-(trifluoromethyl)phenyl)pyridazin-3-yl)amino)cyclopentane-1,2-diol OC1=C(C(=CC(=C1)C(F)(F)F)C)C1=CC=C(N=N1)N[C@@H]1[C@@H]([C@@H](CC1)O)O